5-(difluoromethoxy)-1-methyl-3-trifluoromethyl-pyrazole FC(OC1=CC(=NN1C)C(F)(F)F)F